4-hydroxy-hydroxyphenylglycine OC1=CC=C(C(NO)C(=O)O)C=C1